1-methylcyclopent-1-ene CC1=CCCC1